(5,6'-diethyl-2,2'-dioxo-6-prop-2-enoyloxy-spiro[benzofuran-3,4'-chromane]-7'-yl) prop-2-enoate C(C=C)(=O)OC1=C(C=C2C3(CC(OC2=C1)=O)C(OC1=C3C=C(C(=C1)OC(C=C)=O)CC)=O)CC